C(C)N1C(CC1)CN1C=C(C2=CC=C(C=C12)C=1C=NNC1OC)C(=O)C1COC2=CC=C(C=C2C1)OC [1-[[(1R)-1-Ethylazetidin-2-yl]methyl]-6-(5-methoxy-1H-pyrazol-4-yl)indol-3-yl]-(6-methoxychroman-3-yl)methanone